BrC1=CC=C(C=N1)C1N(N2C(C=CC=C2)=N1)OOON1C(N=C2N1C=CC=C2)C=2C=NC(=CC2)Br 2-(6-bromopyridin-3-yl)-[1,2,4]triazolo[1,5-a]pyridin-3-yloxy oxide